4-chloro-1-[5-(difluoromethyl)-1,3,4-thiadiazol-2-yl]-N-(1-methylcyclopropyl)indazole-6-sulfonamide ClC1=C2C=NN(C2=CC(=C1)S(=O)(=O)NC1(CC1)C)C=1SC(=NN1)C(F)F